methyl 2-((R)-1-(4-(6-((4-cyano-2-fluorobenzyl)oxy)pyridin-2-yl)piperidin-1-yl)ethyl)-4-methoxy-1-(((S)-oxetan-2-yl)methyl)-1H-benzo[d]imidazole-6-carboxylate C(#N)C1=CC(=C(COC2=CC=CC(=N2)C2CCN(CC2)[C@H](C)C2=NC3=C(N2C[C@H]2OCC2)C=C(C=C3OC)C(=O)OC)C=C1)F